bis(2,3-dibromopropyl) dichloropropyl phosphate P(=O)(OCC(CBr)Br)(OCC(CBr)Br)OCCC(Cl)Cl